4-(2-(methylsulfonyl)pyrimidin-5-yl)-N-(prop-2-yn-1-yl)benzamide CS(=O)(=O)C1=NC=C(C=N1)C1=CC=C(C(=O)NCC#C)C=C1